methyl 2,6-diazaspiro[3.3]heptane-2-carboxylate C1N(CC12CNC2)C(=O)OC